5-(4-hydroxy-3-nitrophenyl)-2-furaldehyde OC1=C(C=C(C=C1)C1=CC=C(O1)C=O)[N+](=O)[O-]